N-(1-cyclopropyl-2-methyl-imidazo[4,5-c]pyridin-7-yl)-1,1-diphenyl-methanimine C1(CC1)N1C(=NC=2C=NC=C(C21)N=C(C2=CC=CC=C2)C2=CC=CC=C2)C